2,4-difluoro-3-[1-(1-methylpyrazol-3-yl)imidazo[1,5-a]pyridin-6-yl]aniline FC1=C(N)C=CC(=C1C=1C=CC=2N(C1)C=NC2C2=NN(C=C2)C)F